COC1=C2NCCN(C2=CC=C1)CC(=O)OCC ethyl 2-(5-methoxy-3,4-dihydro-2H-quinoxalin-1-yl)acetate